dibutyl succinate (dibutyl succinate) C(CCC)C(C(C(=O)O)CCCC)C(=O)O.C(CCC(=O)OCCCC)(=O)OCCCC